CC=1N(C=CN1)[C@@H](C)C1=CC=C(C=C1)N1OC=CC1 (S)-N-(4-(1-(2-methyl-1H-imidazol-1-yl)ethyl)phenyl)isoxazole